2-[8-(cis-3-hydroxy-3-methylcyclobutyl)-7,8-dihydro-5H-furo[3',4':4,5]pyrrolo[2,3-c]pyridazin-3-yl]-3-methyl-5-(trifluoromethyl)phenol OC1(CC(C1)N1C2=C(C3=C1N=NC(=C3)C3=C(C=C(C=C3C)C(F)(F)F)O)COC2)C